3-(5-bromo-2-methoxy-3-nitrophenyl)-1H-1,2,4-triazole BrC=1C=C(C(=C(C1)C1=NNC=N1)OC)[N+](=O)[O-]